(benzyloxy)-2-(difluoromethyl)-N-[2-(dimethylamino)ethyl]-1-benzothiophene-3-carboxamide C(C1=CC=CC=C1)OC1=CC=CC2=C1C(=C(S2)C(F)F)C(=O)NCCN(C)C